S1C2=C(C=C1C=CC(=O)N1C(OCC1C1=CC=CC=C1)=O)C=CC=C2 3-(3-(benzo[b]thiophen-2-yl)acryloyl)-4-phenyloxazolidin-2-one